benzyl (3S)-3-(benzyloxycarbonylamino)-5-oxo-azepane-1-carboxylate C(C1=CC=CC=C1)OC(=O)N[C@@H]1CN(CCC(C1)=O)C(=O)OCC1=CC=CC=C1